2-methoxy-4-vinylpyridine COC1=NC=CC(=C1)C=C